ClC1=C(C=CC=C1)[C@@H]1CN(C[C@@H]1C(=O)N1CCC(CC1)(C(N[C@H](C)\C=C/S(=O)(=O)C)=O)F)C(=O)OC(C)(C)C |&1:7,11| tert-butyl cis-(3RS,4RS)-3-(2-chlorophenyl)-4-(4-fluoro-4-(((R,Z)-4-(methylsulfonyl)but-3-en-2-yl) carbamoyl)piperidine-1-carbonyl)pyrrolidine-1-carboxylate